N1C(=CC=2C(=CC=CC12)C(=O)O)C(=O)O 1H-indole-2,4-dicarboxylic acid